ClC=1C=2C(N=C3N(C2C=CC1)C1=CC(=CC=C1C31CCCCC1)[C@@H]1CN(CCC1)C1CCC(CC1)C=O)=O (R)-4-(3-(4'-chloro-5'-oxo-5'H-spiro[cyclohexane-1,7'-indolo[1,2-a]quinazolin]-10'-yl)piperidin-1-yl)cyclohexane-1-carbaldehyde